C(CC)OC(C(C(=O)OCCC)=CC1=CC=C(C=C1)OCCCC)=O 4-butoxybenzylidene-malonic acid dipropyl ester